nitrophenyl {trans-(1SR,2SR)-2-(pyridin-2-yldisulfanyl) cycloheptyl} carbonate C(OC1=C(C=CC=C1)[N+](=O)[O-])(O[C@@H]1[C@H](CCCCC1)SSC1=NC=CC=C1)=O |r|